C(C)C=1C=CC(=C(C1)S(=O)(=O)Cl)OC 5-Ethyl-2-methoxybenzene-sulfonyl chloride